C1(CCCCC1)C=1OC2=C(C1C(=O)N)C=CC=C2 cyclohexyl-benzofuran-3-carboxamide